N1=NC(=CC2=C1C1=C(CCC2)C=CC=C1)N1N=C(N=C1N)NC=1C=CC2=C(CCC(CC2)N2CCC(CC2)C(=O)O)C1 1-(6,7-dihydro-5H-benzo[6,7]cyclohepta[1,2-c]pyridazin-3-yl)-N3-(7-(4-(carboxy)piperidin-1-yl)-6,7,8,9-tetrahydro-5H-benzo[7]annulene-2-yl)-1H-1,2,4-triazole-3,5-diamine